ClC=1C=C(CN2C(N(C=3N=C(N(C3C2=O)C)NC2=CC(=NC=C2)C2CC(C2)O)C)=O)C=CC1Cl 1-(3,4-dichlorobenzyl)-8-(2-(3-hydroxycyclobutyl)pyridine-4-ylamino)-3,7-dimethyl-1H-purine-2,6(3H,7H)-dione